2-METHOXYMETHYL-p-AMINOPHENOL HCl Cl.COCC1=C(C=CC(=C1)N)O